5-chloro-N4-cyclohexyl-N2-(1-hydroxy-3H-2,1-benzoxaborol-5-yl)pyrimidine-2,4-diamine ClC=1C(=NC(=NC1)NC=1C=CC2=C(COB2O)C1)NC1CCCCC1